ClC=1C=C(C(=C(C(=O)N[C@H](C(C(=O)NC2CC2)=O)C[C@H]2C(N[C@@H](C2)C)=O)C1)NC(CCC(F)(F)F)=O)F 5-chloro-N-[(1S)-3-(cyclopropylamino)-1-[[(3S,5R)-5-methyl-2-oxo-pyrrolidin-3-yl]methyl]-2,3-dioxo-propyl]-3-fluoro-2-(4,4,4-trifluorobutanoylamino)benzamide